BrCC1=C(C=CC=C1)B1OC(C(O1)(C)C)(C)C 2-[2-(bromomethyl)phenyl]-4,4,5,5-tetramethyl-1,3,2-dioxaborolane